ClC(C(=O)OC1CCC2C3CCC4CCCC4C3CC=C2C1)=O 2,3,4,7,8,9,10,11,12,13,14,15,16,17-tetradecahydro-1H-cyclopenta[a]phenanthren-3-yl 2-chloro-2-oxoacetate